OC1=C(CC=2C(=C(CC3=C(C(=CC(=C3C)C)CC3=C(C(=C(C(=C3)C)O)CC3=C(C=CC(=C3)C)O)C)O)C=C(C2O)C)C)C=C(C=C1)C 2,6-bis[3-(2-hydroxy-5-methylbenzyl)-2,5-dimethyl-4-hydroxybenzyl]-3,4-dimethylphenol